NC=1N=C(SC1C(=O)C1=CC(=NO1)C(=O)NCC1CC1)N(C1=CC=C(C=C1)F)[C@@H](C(=O)N)C |r| rac-5-[4-amino-2-(N-(2-amino-1-methyl-2-oxo-ethyl)-4-fluoro-anilino)thiazole-5-carbonyl]-N-(cyclopropylmethyl)isoxazole-3-carboxamide